COC1=CC=C(C(=N1)C)C=1C(=NN2C1N=C(N=C2N[C@@H](CC)C)C)C 8-(6-methoxy-2-methyl-3-pyridinyl)-2,7-dimethyl-N-[(1R)-1-methylpropyl]Pyrazolo[1,5-a]-1,3,5-triazin-4-amine